(-)-(3S*,4R*)-4-(2,6-difluoro-4-methoxy-phenyl)-2-oxopyrrolidine-3-carboxylic acid methyl ester COC(=O)[C@@H]1C(NC[C@H]1C1=C(C=C(C=C1F)OC)F)=O |o1:4,8|